ClC1=CNC2=NC=C(C=C21)C=2C=C1N(N2)CCC12CCN(CC2)C(C)C 2'-(3-chloro-1H-pyrrolo[2,3-b]pyridin-5-yl)-1-(propan-2-yl)-5',6'-dihydrospiro[piperidine-4,4'-pyrrolo[1,2-b]pyrazole]